C(C1=CC=CC=C1)N([C@@H](C(=O)OC)CC(F)(F)F)C |r| rac-methyl (R)-2-(benzyl(methyl)amino)-4,4,4-trifluorobutanoate